C(C)OC(=O)N1C[C@@H](N(CC1)C=1C2=C(N=CN1)N(C=C2C2=NC=CC=C2)C2=CC(=C(C=C2)F)Cl)C (S)-4-(7-(3-chloro-4-fluorophenyl)-5-(pyridin-2-yl)-7H-pyrrolo[2,3-d]pyrimidin-4-yl)-3-methylpiperazine-1-carboxylic acid ethyl ester